(R)-2-methyl-6-(2-methylmorpholino)-N-(6-(5-((2-methylpyridin-4-yl)amino)-1H-benzo[d]imidazol-2-yl)pyridin-3-yl)quinolin-4-amine CC1=NC2=CC=C(C=C2C(=C1)NC=1C=NC(=CC1)C1=NC2=C(N1)C=CC(=C2)NC2=CC(=NC=C2)C)N2C[C@H](OCC2)C